C(C1=CC=CC=C1)NC(N(C1=NC=C(C=C1)C=1C=NN(C1)C)[C@@H]1CC[C@H](CC1)NC1=NC=C(C(=N1)NCC1=C(OC(=C1)C)C)C#N)=O 3-benzyl-1-(trans-4-((5-cyano-4-(((2,5-dimethyl-3-furyl)methyl)-amino)pyrimidin-2-yl)amino)-cyclohexyl)-1-(5-(1-methyl-1H-pyrazol-4-yl)pyridin-2-yl)urea